8-((2s,5r)-4-((4-chlorophenyl)(3-cyclopropyl-1,2,4-oxadiazol-5-yl)methyl)-2,5-dimethylpiperazin-1-yl)-5-methyl-6-oxo-5,6-dihydro-1,5-naphthyridine-2-carbonitrile ClC1=CC=C(C=C1)C(N1C[C@@H](N(C[C@H]1C)C1=CC(N(C=2C=CC(=NC12)C#N)C)=O)C)C1=NC(=NO1)C1CC1